N1(CCCCCC1)C1=NOC(=N1)C=1C=CC(=C(C1)O)Br 5-(3-(azepan-1-yl)-1,2,4-oxadiazol-5-yl)-2-bromophenol